(2'-hydroxyethoxy)methylethan OCCOCCC